C(C1=CC=CC=C1)N1C[C@@H](C([C@@H](C1)C)=O)C (3S,5R)-1-benzyl-3,5-dimethyl-piperidin-4-one